C1(=CC=CC2=CC=CC=C12)C1CC2C=CC1C2 6-(α-naphthyl)-bicyclo[2.2.1]-hept-2-ene